ClC1=CC=NC2=CC(=CC=C12)C1=C(C=C(OC2CCN(CC2)C(=O)OC(C)(C)C)C=C1)F tert-butyl 4-(4-(4-chloroquinolin-7-yl)-3-fluorophenoxy)piperidine-1-carboxylate